N-[(1s,4s)-4-{[4-cyano-3-(trifluoromethyl)phenyl]amino}cyclohexyl]-1H-indole-3-carboxamide C(#N)C1=C(C=C(C=C1)NC1CCC(CC1)NC(=O)C1=CNC2=CC=CC=C12)C(F)(F)F